1-(6-(1-((5-(5-(difluoromethyl)-1,3,4-oxadiazol-2-yl)pyridin-2-yl)methyl)-1H-1,2,3-triazol-4-yl)-1H-indol-3-yl)-N,N-dimethylmethanamine FC(C1=NN=C(O1)C=1C=CC(=NC1)CN1N=NC(=C1)C1=CC=C2C(=CNC2=C1)CN(C)C)F